CC=1N=C(NC1)OC1=CC=C(C=C1)N1CCOCC1 4-(4-((4-methyl-1H-imidazol-2-yl)oxy)phenyl)morpholine